Tantalum-titanium-tantalum [Ta].[Ti].[Ta]